C(C)(C)(C)C=1C=NC=C(C1)B1OC(C(O1)(C)C)(C)C 3-tert-butyl-5-(4,4,5,5-tetramethyl-1,3,2-dioxaborolan-2-yl)pyridine